N-trishydroxymethyl-methyl-4-aminobutanesulfonic acid OC(NCCCC(S(=O)(=O)O)C)(O)O